3-(4-chloroindolin-5-yl)-1-(oxetan-3-yl)-1H-pyrazolo[3,4-d]pyrimidin-4-amine ClC1=C2CCNC2=CC=C1C1=NN(C2=NC=NC(=C21)N)C2COC2